(-)-2-[1-[(3-chloro-2-fluorophenyl)methyl]-5-oxo-pyrrolidin-2-yl]acetic acid ClC=1C(=C(C=CC1)CN1C(CCC1=O)CC(=O)O)F